COC(=O)[C@@H]1C[C@@H](CC1)C1=NC(=C2N1C=CN=C2NCC2=C(C=C(C=C2)OC)OC)Br (1S,3R)-methyl-3-(1-bromo-8-((2,4-dimethoxybenzyl)amino)imidazo[1,5-a]pyrazin-3-yl)cyclopentanecarboxylate